CN1N=C(C=C1)C1=CC(=C(C(=O)[N-][C@@H]2CNCC[C@H]2C2=CC(=C(C=C2)F)F)C=C1)F 4-(1-methyl-1H-pyrazole-yl)-N-((3S,4S)-4-(3,4-difluorophenyl)piperidin-3-yl)-2-fluorobenzoyl-amide